C(C)(C)(C)OC(=O)N1CC(CC1)CC1=NC(=CN=C1N)C1=CC=C(C=C1)CNC1=NC=C(C=C1C(N[C@@H](C)C1=CC=C(C=C1)F)=O)C#N 3-{3-Amino-6-[4-({5-cyano-3-[(S)-1-(4-fluorophenyl)-ethylcarbamoyl]-pyridin-2-ylamino}-methyl)-phenyl]-pyrazin-2-ylmethyl}-pyrrolidine-1-carboxylic acid tert-butyl ester